BrC=1C(=C(NC1)C(=O)OCC)C1=NC(=CC=C1)C ethyl 4-bromo-3-(6-methylpyridin-2-yl)-1H-pyrrole-2-carboxylate